C(C1=CC=CC=C1)OC1=C(C(=C(C=C1F)CO)F)F (4-(benzyloxy)-2,3,5-trifluoro-phenyl)methanol